C1(CC1)C(=O)NC1=NC=C(C(=N1)NC1=C(C2=C(C=N1)C=NN2CC(C)(F)F)OC)C(=O)NC([2H])([2H])[2H] 2-(Cyclopropanecarboxamido)-4-((1-(2,2-difluoropropyl)-7-methoxy-1H-pyrazolo[4,3-c]pyridin-6-yl)amino)-N-(methyl-d3)pyrimidine-5-carboxamide